CC=1C=CC(CC1)C(C)(C)O 2-(4-methylcyclohexa-2,4-dien-1-yl)-2-propanol